Methyl 2-(2-cyclopropyl-4-(4-(2-methoxyphenyl)piperidin-1-yl)-6-methylpyrimidin-5-yl)acetate C1(CC1)C1=NC(=C(C(=N1)N1CCC(CC1)C1=C(C=CC=C1)OC)CC(=O)OC)C